C(C)(C)(C)OC(=O)N1C(C(CCC1)O)COC1CCC(CC1)C1=C(C=CC=C1)OC(C)OC(C)(C)C tert-butyl-3-hydroxy-2-({[(1s,4s)-4-{2-[2-(tert-butoxy)-2-ethoxy]-phenyl}cyclohexyl]oxy}methyl)piperidine-1-carboxylate